B(O)(O)O.C(C)C1=CC=C(C=C1)C1=CC=CC=C1 4-ethylbiphenyl-boric acid